1-(5-chloro-4-(5-(cyclopropylmethyl)-1-methyl-1H-pyrazol-4-yl)pyrimidin-2-yl)cyclohexane-1,4-diamine ClC=1C(=NC(=NC1)C1(CCC(CC1)N)N)C=1C=NN(C1CC1CC1)C